[As](O)(O)(O)=S thioarsenic acid